O[C@H]1CN(CC1)C(=O)O[C@H]1CC[C@@]2([C@H]3CC[C@@]4([C@H](CC[C@@]4([C@@H]3CC[C@@H]2C1)O)C=1COC(C1)=O)C)C (R)-(3S,5R,8R,9S,10S,13R,14S,17R)-14-hydroxy-10,13-dimethyl-17-(5-oxo-2,5-dihydrofuran-3-yl)hexadecahydro-1H-cyclopenta[a]phenanthren-3-yl 3-hydroxypyrrolidine-1-carboxylate